carboxystyreneacrylic acid C(=O)(O)C(=CC1=CC=CC=C1)C=CC(=O)O